FC=1C(=CC(=C(C(=O)N[C@@H](CO)C)C1)O[C@@H](C)CCC)N1N=C(N(C1=O)C)C(C)C 5-fluoro-N-[(2R)-1-hydroxypropan-2-yl]-4-[4-methyl-5-oxo-3-(propan-2-yl)-4,5-dihydro-1H-1,2,4-triazol-1-yl]-2-[(2S)-pentan-2-yloxy]benzamide